4-((((9H-fluoren-9-yl)methoxy)carbonyl)amino)-2,2,6,6-tetramethylpiperidine C1=CC=CC=2C3=CC=CC=C3C(C12)COC(=O)NC1CC(NC(C1)(C)C)(C)C